BrC=1C=C(C(=O)NC2=CC=C(C=C2)OC(F)(F)Cl)C=C(C1F)[N+](=O)[O-] 3-bromo-N-(4-(chlorodifluoromethoxy)phenyl)-4-fluoro-5-nitrobenzamide